1-[(2S)-3,3-dimethyl-2-[4-[(1-methyl-2-piperidinyl)methyl]triazol-1-yl]butanoyl]-4-hydroxy-N-methyl-pyrrolidine-2-carboxamide CC([C@@H](C(=O)N1C(CC(C1)O)C(=O)NC)N1N=NC(=C1)CC1N(CCCC1)C)(C)C